CC=1C(=NC=C(C1)C)CC 3,5-dimethyl-2-ethylpyridine